5-amino-2-(3-fluorophenyl)pyrazolo[1,5-a]pyrimidine-3-carbonitrile NC1=NC=2N(C=C1)N=C(C2C#N)C2=CC(=CC=C2)F